3-carboxy-1-(5-O-phosphono-beta-D-ribofuranosyl)-pyridinium C(=O)(O)C=1C=[N+](C=CC1)[C@H]1[C@H](O)[C@H](O)[C@H](O1)COP(=O)(O)O